1,10-phenanthroline iron (II) sulfate S(=O)(=O)([O-])[O-].[Fe+2].N1=CC=CC2=CC=C3C=CC=NC3=C12